2,2',3',4',6'-pentafluoro-5'-iodo-5-nitro-[1,1'-biphenyl]-4-ol FC1=C(C=C(C(=C1)O)[N+](=O)[O-])C1=C(C(=C(C(=C1F)I)F)F)F